3,3-diaminobenzidine tetrahydrochloride hydrate O.Cl.Cl.Cl.Cl.NC1(CC(=CC=C1N)C1=CC=C(N)C=C1)N